3-Chloro-N-(3-chlorobenzyl)-6,7-dihydrospiro[cyclopenta[d]pyrazolo[1,5-a]pyrimidine-5,4'-piperidine]-8-amine dihydrochloride Cl.Cl.ClC=1C=NN2C1N=C1C(=C2NCC2=CC(=CC=C2)Cl)CCC12CCNCC2